N=1C=CN2C1N=CC(=C2)C2=CNC=1N=C(N=C(C12)OC)NC1CCC(CC1)OC 5-(imidazo[1,2-a]pyrimidin-6-yl)-4-methoxy-N-((1s,4s)-4-methoxycyclohexyl)-7H-pyrrolo[2,3-d]pyrimidin-2-amine